isopropyl-1-methylpiperidinium C(C)(C)[N+]1(CCCCC1)C